1-Octyl-2-Methylpiperidinium cyanid [C-]#N.C(CCCCCCC)[NH+]1C(CCCC1)C